5-[5-(1-[(2E)-2-(aminomethyl)-3-fluoroprop-2-en-1-yl]-5-oxo-1,5-dihydro-4H-1,2,4-triazol-4-ylmethyl)thiophen-2-yl]-1,3-benzoxazol-2(3H)-one hydrochloride Cl.NC/C(/CN1N=CN(C1=O)CC1=CC=C(S1)C=1C=CC2=C(NC(O2)=O)C1)=C\F